C(C)(C)(C)C1=CC=C(C(=O)C=2C=C(C=CC2)C2(CC=C(C(=O)N)C=C2)OC)C=C1 4-(3-(4-(tert-butyl)benzoyl)phenyl)-4-methoxybenzamide